3-(5-((7-(((1s,3s)-adamantan-1-yl)amino)heptyl)amino)-2-(methyl-d3)-4-oxoquinazoline-3(4H)-yl)piperidine-2,6-dione C12(CC3CC(CC(C1)C3)C2)NCCCCCCCNC2=C3C(N(C(=NC3=CC=C2)C([2H])([2H])[2H])C2C(NC(CC2)=O)=O)=O